C(C)(C)(C)C1=C(C=CC=C1)O 2-tertiary-Butyl-Phenol